3-((13S,15R)-4-fluoro-13-methyl-17-oxo-7,8,9,11,12,13,14,15,16,17-decahydro-6H-cyclopenta[a]phenanthren-15-yl)-N-(1-methyl-1H-pyrazol-4-yl)propanamide FC1=CC=CC=2C3CC[C@@]4(C(C[C@H](C4C3CCC12)CCC(=O)NC=1C=NN(C1)C)=O)C